4-((6-(6-(2,2,2-trifluoroethyl)thieno[2,3-d]pyrimidin-4-yl)-6-azaspiro[3.4]octan-2-yl)amino)benzoic acid TFA salt OC(=O)C(F)(F)F.FC(CC1=CC2=C(N=CN=C2N2CC3(CC(C3)NC3=CC=C(C(=O)O)C=C3)CC2)S1)(F)F